(2R,3R,11bR)-3-(2,2-Dimethylpropyl)-10-methoxy-9-[(2R)-3,3,3-trifluoro-2-hydroxypropoxy]-1H,2H,3H,4H,6H,7H,11bH-pyrido[2,1-a]isochinolin-2-ol CC(C[C@H]1[C@@H](C[C@H]2N(CCC3=CC(=C(C=C23)OC)OC[C@H](C(F)(F)F)O)C1)O)(C)C